3',6'-dihydroxy-3-methyl-5H-spiro[furan-2,9'-xanthen]-5-one OC=1C=CC=2C3(C4=CC=C(C=C4OC2C1)O)OC(C=C3C)=O